Cis-4-amino-1-(2-(4-(2,3-dichlorophenyl)piperazin-1-yl)ethyl)cyclohexane-1-ol NC1CCC(CC1)(O)CCN1CCN(CC1)C1=C(C(=CC=C1)Cl)Cl